FC(C=1C(=NC(NC1)=O)N)(F)F 5-trifluoromethylcytosine